1-(5-tert-butyl-isoxazol-3-yl)-3-{4-[5-(2-hydroxy-ethoxy)-benzoimidazol-1-yl]-phenyl}-urea C(C)(C)(C)C1=CC(=NO1)NC(=O)NC1=CC=C(C=C1)N1C=NC2=C1C=CC(=C2)OCCO